1-amino-3,3-difluoro-N-methylcyclobutane-1-carboxamide 4-methylbenzenesulfonate CC1=CC=C(C=C1)S(=O)(=O)O.NC1(CC(C1)(F)F)C(=O)NC